FC=1C(=CC(=C(C(=O)NC2=C(C(=NC=C2C)OC)C)C1)O[C@H](C(F)(F)F)C)B1OC(C(O1)(C)C)(C)C (S)-5-Fluoro-N-(2-methoxy-3,5-dimethylpyridin-4-yl)-4-(4,4,5,5-tetramethyl-1,3,2-dioxaborolan-2-yl)-2-((1,1,1-trifluoropropan-2-yl)oxy)benzamide